C(C)(C)NC(=O)C1=NC=CC=C1 N-isopropyl-pyridine-2-carboxamide